COC(C(=O)C1=CC=CC=C1)C1=CC(=CC=C1)OC 2,3-dimethoxy-2-phenylacetophenone